C1(CC1)NC1=NC2=CC=CC=C2C(=N1)N1CCCC1 2-(Cyclopropylamino)-4-(pyrrolidin-1-yl)quinazoline